ClC1=C(C=CC(=C1)Cl)NC(=O)C1=NC2=C(N1)C=CC=C2 N-(2,4-dichlorophenyl)-1H-benzo[D]imidazole-2-formamide